N12CCCN=C2CCC1 1,5-Diazabicyclo-[4.3.0]non-5-en